hydroxymethyl-3-[(1R)-1-phenylethyl]-2-oxazolidinone OCC1N(C(OC1)=O)[C@H](C)C1=CC=CC=C1